6-benzyl-pyrrolo[3,4-b]pyridine-5,7-dione C(C1=CC=CC=C1)N1C(C2=NC=CC=C2C1=O)=O